1,3,4,6-tetrakis-propoxymethyl-tetrahydro-imidazo[4,5-d]imidazole-2,5-dione C(CC)OCN1C(N(C2C1N(C(N2COCCC)=O)COCCC)COCCC)=O